BrC=1C=CC2=C(N=C(S2)C)C1 5-bromo-2-methyl-1,3-benzothiazole